OC[C@H](C[C@H]1C(NCC1)=O)NC([C@H](C(C)(C)C)NC(OCC(C)(C)C1=CC(=CC=C1)Cl)=O)=O 2-(3-chlorophenyl)-2-methylpropyl ((S)-1-(((S)-1-hydroxy-3-((S)-2-oxopyrrolidin-3-yl)propan-2-yl)amino)-3,3-dimethyl-1-oxobutan-2-yl)carbamate